(R)-2-((6-(4-chlorophenyl)-2-(pyridin-3-yl)pyrimidin-4-yl)amino)propan-2-ol ethyl-2-(1-(4-fluoro-6-(3-hydroxyprop-1-yn-1-yl)-2-methylpyridin-3-yl)piperidin-3-yl)acetate C(C)[C@@H](C(=O)OC(C)(C)NC1=NC(=NC(=C1)C1=CC=C(C=C1)Cl)C=1C=NC=CC1)C1CN(CCC1)C=1C(=NC(=CC1F)C#CCO)C